ClC1=C(C=CC2=C1C(=NC(C=1N2N=C(N1)C(=O)O)C)C1=C(C=CC=C1F)F)C(F)(F)F 7-chloro-6-(2,6-difluorophenyl)-4-methyl-8-(trifluoromethyl)-4H-[1,2,4]triazolo[1,5-a][1,4]benzodiazepine-2-carboxylic acid